(2R)-1-tert-butoxycarbonyl-2-methyl-azetidine-2-carboxylic acid C(C)(C)(C)OC(=O)N1[C@](CC1)(C(=O)O)C